(S)-5-amino-N-ethyl-N-(6-(trifluoromethyl)-2,3-dihydrobenzofuran-3-yl)-1-((2-(trimethylsilyl)ethoxy)methyl)-6,8-dihydro-1H-furo[3,4-d]pyrrolo[3,2-b]pyridine-2-carboxamide NC1=C2C(=C3C(=N1)C=C(N3COCC[Si](C)(C)C)C(=O)N([C@@H]3COC1=C3C=CC(=C1)C(F)(F)F)CC)COC2